(4-amino-7-fluoro-1-methyl-1H-pyrazolo[4,3-c]quinolin-8-yl)((3S)-3-(4-(trifluoromethyl)benzyl)-1-pyrrolidinyl)methanone NC1=NC=2C=C(C(=CC2C2=C1C=NN2C)C(=O)N2C[C@H](CC2)CC2=CC=C(C=C2)C(F)(F)F)F